N-((1r,4r)-4-(4-(2,2-difluoroethyl)piperazin-1-yl)cyclohex-yl)-3-methyl-1-neo-pentyl-1H-thieno[2,3-c]pyrazole-5-carboxamide FC(CN1CCN(CC1)C1CCC(CC1)NC(=O)C1=CC2=C(N(N=C2C)CC(C)(C)C)S1)F